FC(C(=O)O)(F)F.C1(CC1)[C@H](C)N1C(C2=C(C=C(C=C2C1)C1=CN=NC(=C1)C=1NC(=C(N1)C)C)S(=O)(=O)C)=O (S)-2-(1-Cyclopropylethyl)-5-(6-(4,5-dimethyl-1H-imidazol-2-yl)pyridazin-4-yl)-7-(methylsulfonyl)isoindolin-1-one Trifluoroacetate Salt